N-(4-cyclobutoxy-3-fluoropyridin-2-yl)-1,1-diphenylmethanimine C1(CCC1)OC1=C(C(=NC=C1)N=C(C1=CC=CC=C1)C1=CC=CC=C1)F